CC=1N=CC(=NC1)N1CC2(C1)CNCC2 2-(5-methylpyrazin-2-yl)-2,6-diazaspiro[3.4]octane